O1C(=NC2=C1C=CC=C2)C(CCCCC)(C=2C(NN=NC2CC)=NC2=CC=CC=C2)C=2OC1=C(N2)C=CC=C1 bisbenzoxazolyl-phenyl-ethylhexyl-iminotriazine